C/1=C\CC(CCCC1)O trans-cyclooctene-4-ol